C(#N)C1=CC=C(C=C1)C=1C=C2C(=CC=CN2C1C1=CC=C(C=C1)C)N1CC(CCC1)NC 1-(2-(4-cyanophenyl)-3-(p-tolyl)indolizin-8-yl)piperidin-3-ylaminomethane